4-(((1-(1-(1-benzylcyclopropane-1-carbonyl)piperidin-4-yl)-1H-pyrazol-4-yl)methyl)amino)-2-(2,6-dioxopiperidin-3-yl)isoindoline-1,3-dione C(C1=CC=CC=C1)C1(CC1)C(=O)N1CCC(CC1)N1N=CC(=C1)CNC1=C2C(N(C(C2=CC=C1)=O)C1C(NC(CC1)=O)=O)=O